1-cyclopentyl-5-(2-ethynylphenyl)-1H-pyrazol C1(CCCC1)N1N=CC=C1C1=C(C=CC=C1)C#C